P(O)(=O)(OP(=O)(O)O)OCC[N+](C)(C)C.N1C(=O)N=C(N)C=C1 cytosine choline diphosphate